ClC1=NN2C(N=CC3=C2[C@@](CN3C(=O)NC3=CC(=C2C(=N3)N(N=C2)C)C)(C(F)(F)F)C)=C1 (R)-2-chloro-N-(1,4-dimethyl-1H-pyrazolo[3,4-b]pyridin-6-yl)-8-methyl-8-(trifluoromethyl)-7,8-dihydro-6H-pyrazolo[1,5-a]pyrrolo[2,3-e]pyrimidine-6-carboxamide